NC(C(=O)NCCN1CCOCC1)C(CC)C 2-amino-3-methyl-N-(2-morpholinoethyl)pentanamide